C=1NN=CC=2C1C=CC=CC2 2,3-Diazabenzocycloheptene